C(N)(=O)C1=CC(=NC2=C1N=CN=C2N[C@@H]2CN(CCC2)C(=O)OC(C)(C)C)C2=CC=C(C=C2)CCl tert-butyl (3S)-3-([8-carbamoyl-6-[4-(chloromethyl) phenyl]pyrido[3,2-d]pyrimidin-4-yl]amino)piperidine-1-carboxylate